1,5-dimethyl-1H-indole-2-carboxylate CN1C(=CC2=CC(=CC=C12)C)C(=O)[O-]